(S)-1'-(8-(2-amino-3-chloropyridin-4-yl)-7-methylimidazo[1,2-c]pyrimidin-5-yl)-1,3-dihydrospiro[inden-2,4'-piperidin]-1-amine NC1=NC=CC(=C1Cl)C=1C=2N(C(=NC1C)N1CCC3(CC1)[C@@H](C1=CC=CC=C1C3)N)C=CN2